CC1=CC=CC2=C1N1C(S2)=NN=C1 5-methyl-1,2,4-triazolo[3,4-b][1,3]benzothiazole